NN[C@@H](CCC(=O)[O-])C(=O)[O-] Aminoglutamate